Cl.FC(CNCC)F N-(2,2-difluoroethyl)ethylamine hydrochloride